FC1=C(C(=CC(=C1)NC1CN(C1)CCCF)F)[C@H]1N([C@@H](CC2=C1NC1=CC=CC=C21)C)CC(C(=O)O)(C)C 3-((1R,3R)-1-(2,6-difluoro-4-((1-(3-fluoropropyl)azetidin-3-yl)amino)phenyl)-3-methyl-1,3,4,9-tetrahydro-2H-pyrido[3,4-b]indol-2-yl)-2,2-dimethylpropanoic acid